C(C)(C)N1N=C(C=C1C1C2CC(CC12)=O)C1=NC(=CC=C1)C(F)(F)F 6-(1-isopropyl-3-(6-(trifluoromethyl)pyridin-2-yl)-1H-pyrazol-5-yl)bicyclo[3.1.0]hexan-3-one